N1(CCCC1)C1CCNCC1 4-(pyrrolidin-1-yl)piperidine